N1(C=NC=C1)C1CCN(CC1)C1=C(C#N)C=CC=C1C=1C=NC=CC1OC 2-[4-(1H-imidazol-1-yl)piperidin-1-yl]-3-(4-methoxypyridin-3-yl)benzonitrile